C(CCCCCCCCCCCCC)(=O)SCCNC(CCNC([C@@H](C(COP(OP(OC[C@@H]1[C@H]([C@H]([C@@H](O1)N1C=NC=2C(N)=NC=NC12)O)OP(=O)(O)O)(=O)O)(=O)O)(C)C)O)=O)=O tetradecanoyl-coenzyme A